C(C)(C)(C)C=1C=C(C=C(C1)C(C)(C)C)[PH2]=O 3,5-di-tert-butylphenyl-phosphine oxide